COC=1C=C2C(=NC=NC2=CC1OC[C@@H]1CNCC1)C1=CC=C(C=C1)NC(CC1=CC=C(C=C1)C(F)(F)F)=O (S)-N-(4-(6-methoxy-7-(pyrrolidin-3-ylmethoxy)quinazolin-4-yl)phenyl)-2-(4-(trifluoromethyl)phenyl)acetamide